BrC1=CC=C2C(=NC(=NC2=C1F)Cl)N1CC(CCC1)(N)C 1-(7-bromo-2-chloro-8-fluoro-quinazolin-4-yl)-3-methyl-piperidin-3-amine